(6aR,9R)-N,N-diethyl-7-(4-fluorobenzyl)-4,6,6a,7,8,9-hexahydroindolo[4,3-fg]quinoline-9-carboxamide hemitartrate C(=O)(O)C(O)C(O)C(=O)O.C(C)N(C(=O)[C@H]1CN([C@@H]2CC=3C4=C(C2=C1)C=CC=C4NC3)CC3=CC=C(C=C3)F)CC.C(C)N(C(=O)[C@H]3CN([C@@H]4CC=1C2=C(C4=C3)C=CC=C2NC1)CC1=CC=C(C=C1)F)CC